BrC1=CC(=C(C(=O)N[C@H](C(=O)OC)CNC(CNC(C2=CC(=CC=C2)NC(=N)N)=O)=O)C(=C1)Cl)Cl (S)-methyl 2-(4-bromo-2,6-dichlorobenzamido)-3-(2-(3-guanidinobenzamido)acetamido)propanoate